((2-(4-(tert-butoxycarbonyl)piperazine-1-carbonyl)-1H-indol-6-yl)oxy)pyrazine-2-carboxylic acid methyl ester COC(=O)C1=NC=CN=C1OC1=CC=C2C=C(NC2=C1)C(=O)N1CCN(CC1)C(=O)OC(C)(C)C